2-{1-[(5-bromo-2-nitrophenyl)amino]-3-azabicyclo[3.2.1]octan-3-yl}ethanol BrC=1C=CC(=C(C1)NC12CN(CC(CC1)C2)CCO)[N+](=O)[O-]